O[C@@H]1C[C@H](CC1)NC(=O)C=1C2=C(N(N1)C1=CSC=C1)C=1C=C(C(=CC1OC2)OC)C2=NN(C=C2)C 7-methoxy-8-(1-methyl-1H-pyrazol-3-yl)-1-thiophen-3-yl-1,4-dihydro-chromeno[4,3-c]pyrazole-3-carboxylic acid ((1S,3S)-3-hydroxy-cyclopentyl)-amide